4-(4-(4-(1-methyl-1H-pyrazol-4-yl)phenyl)furan-3-yl)phenol CN1N=CC(=C1)C1=CC=C(C=C1)C=1C(=COC1)C1=CC=C(C=C1)O